Cl.C(C1=CC=CC=C1)N(CCCl)CCCl N-benzylbis(2-chloro-ethyl)amine hydrochloride